tert-butyl (3R)-3-[[6-[7-methoxy-6-(2,2,2-trifluoro-1-hydroxy-1-methyl-ethyl)imidazo[1,2-b]pyridazin-3-yl]-2-pyridyl]amino]piperidine-1-carboxylate COC1=CC=2N(N=C1C(C(F)(F)F)(C)O)C(=CN2)C2=CC=CC(=N2)N[C@H]2CN(CCC2)C(=O)OC(C)(C)C